Bicyclo(3.1.1)hept-2-en-6-one C12C=CCC(C1=O)C2